CC(C)NC(=O)OCC 2-propylurethane